FC(C1=C(C(=CC=C1)F)N1CCC(CC1)N1C(N(C=2C([C@@H]1C)=CN(N2)C)CC2=C(C=CC=C2)C(F)(F)F)=O)F |o1:20| (S)- or (R)-5-[1-(2-Difluoromethyl-6-fluoro-phenyl)-piperidin-4-yl]-2,4-dimethyl-7-(2-trifluoromethylbenzyl)-2,4,5,7-tetrahydro-pyrazolo[3,4-d]pyrimidin-6-one